C(C)(C)(C)OC(=O)N1C(C=2C(CC1)=C(N(N2)C)C2=CC(=C(C(=C2)F)F)F)C 2,7-dimethyl-3-(3,4,5-trifluorophenyl)-5,7-dihydro-4H-pyrazolo[3,4-c]pyridine-6-carboxylic acid tert-butyl ester